NC1=CC=CC(=N1)S(=O)(=O)NC(=O)C=1C(=NC(=CC1)C1=CC(=CC(=C1)OCC(C)C)F)N1CCC2CC12 N-[(6-Amino-2-pyridyl)sulfonyl]-2-(4-azabicyclo[3.1.0]hexan-4-yl)-6-(3-fluoro-5-isobutoxyphenyl)pyridin-3-carboxamid